2-cyclobutyl-2-(3-nitrophenyl)acetic acid hydrazide C1(CCC1)C(C(=O)NN)C1=CC(=CC=C1)[N+](=O)[O-]